diisopropyl-dibenzoylmethane sodium [Na].C(C)(C)C(C(C1=CC=CC=C1)=O)(C(C1=CC=CC=C1)=O)C(C)C